N-(1-(4,4-difluoropiperidin-1-yl)-2-oxo-1,2-dihydropyridin-3-yl)-2-((1R,6S)-6-(fluoromethyl)-3-azabicyclo[4.2.0]octan-3-yl)-4-((2-hydroxyethyl)sulfonamido)benzamide FC1(CCN(CC1)N1C(C(=CC=C1)NC(C1=C(C=C(C=C1)NS(=O)(=O)CCO)N1C[C@@H]2CC[C@@]2(CC1)CF)=O)=O)F